C1=CC=C(C=2SC3=C(C21)C=CC=C3)C=3C=C(C=CC3)C3=CC(=CC=C3)C3=C2C(=NC=N3)C3=C(O2)C=CC=2C=CC=CC23 8-[3'-(dibenzothiophene-4-yl)(1,1'-biphenyl-3-yl)]Naphtho[1',2':4,5]Furano[3,2-d]Pyrimidine